1-((1-(4-fluorophenethyl)-1H-1,2,3-triazol-4-yl)methyl)-1H-tetrazole FC1=CC=C(CCN2N=NC(=C2)CN2N=NN=C2)C=C1